3,5,3-biphenyltricarboxylic acid C=1(CC(C=C(C1)C(=O)O)(C(=O)O)C(=O)O)C1=CC=CC=C1